C1(CC1)OC1=CC=C(C=N1)CN1C=CN=CC=C1 6-((6-cyclopropoxypyridin-3-yl)methyl)-3,6-diazepine